4,7-Dioxa-decan-2,9-diamin CC(COCCOCC(C)N)N